N=1C=2N3C(N=CC2NC1)=NC=C3 imidazo[2,1-b]purin